2-(2,6-dioxopiperidin-3-yl)-5-(5-((1-(4-(1-(4-hydroxyphenyl)-2-phenylbut-1-ene-1-yl)phenyl)piperidin-4-yl)methyl)-2,5-diazabicyclo[2.2.2]octane-2-yl)isoindoline-1,3-dione O=C1NC(CCC1N1C(C2=CC=C(C=C2C1=O)N1C2CN(C(C1)CC2)CC2CCN(CC2)C2=CC=C(C=C2)C(=C(CC)C2=CC=CC=C2)C2=CC=C(C=C2)O)=O)=O